piperazine-n-hexanol C(CCCCC)O.N1CCNCC1